methyl 2-((1-(4-azidobutyl)cyclopropyl)amino)-3-nitrobenzoate N(=[N+]=[N-])CCCCC1(CC1)NC1=C(C(=O)OC)C=CC=C1[N+](=O)[O-]